hydroxy-hydroxystearic acid OC(C(=O)O)(CCCCCCCCCCCCCCCC)O